BrC=1C=C(C=CC1F)N1N=C(C=2CCCC(C12)=O)C#N 1-(3-bromo-4-fluoro-phenyl)-7-oxo-5,6-dihydro-4H-indazole-3-carbonitrile